C(=C)OCC=C vinyl-allylether